ClC1=C(C=CC(=C1)C1OCCC1)C1COCCCN1C1=NC(=NC(=C1)C)N (±)-4-(3-(2-Chloro-4-(tetrahydrofuran-2-yl)phenyl)-1,4-oxazepan-4-yl)-6-methylpyrimidin-2-amine